BrC1=C(C#N)C(=CC(=C1)C(F)(F)F)OC1CC1 2-bromo-6-cyclopropyloxy-4-(trifluoromethyl)benzonitrile